2-(difluoro-methyl)thiazole-5-carbaldehyde FC(C=1SC(=CN1)C=O)F